C(#N)C(C(=O)O)=CC1=CC=CC=C1 cyano-3-phenylacrylic acid